(2S,4R)-4-fluoro-N-[(S)-phenyl[4-(propan-2-yl)phenyl]methyl]-1-[2-(1,3,5-trimethyl-1H-pyrazol-4-yl)acetyl]pyrrolidine-2-carboxamide F[C@@H]1C[C@H](N(C1)C(CC=1C(=NN(C1C)C)C)=O)C(=O)N[C@H](C1=CC=C(C=C1)C(C)C)C1=CC=CC=C1